N[C@@H](COC1=NC(=NC(=C1)C1=C(C(=CC=C1C)C)C)NS(=O)(=O)C=1C=C(C(=O)O)C=CC1)CC(C)(C)C 3-[[4-[(2R)-2-amino-4,4-dimethyl-pentoxy]-6-(2,3,6-trimethylphenyl)pyrimidin-2-yl]sulfamoyl]benzoic acid